[2,4-bis(1,1-dimethylpropyl) phenyl] bis[4-(1,1-dimethylpropyl) phenyl] phosphite P(OC1=C(C=C(C=C1)C(CC)(C)C)C(CC)(C)C)(OC1=CC=C(C=C1)C(CC)(C)C)OC1=CC=C(C=C1)C(CC)(C)C